COC1OC(C2=NC(=CC=C21)NC2=NC=C(C(=C2)N[C@H](CO)C2=CC=CC=C2)C=2OC=NN2)(C)C (2S)-2-((2-((5-methoxy-7,7-dimethyl-5,7-dihydrofuro[3,4-b]pyridin-2-yl)amino)-5-(1,3,4-oxadiazol-2-yl)pyridin-4-yl)amino)-2-phenylethan-1-ol